2-{[4-(4-methylpiperazin-1-yl)phenyl]amino}-8-(pyrrolidin-3-yl)-5-[2-(triisopropylsilyl)ethynyl]pyrido[2,3-d]pyrimidin-7-one CN1CCN(CC1)C1=CC=C(C=C1)NC=1N=CC2=C(N1)N(C(C=C2C#C[Si](C(C)C)(C(C)C)C(C)C)=O)C2CNCC2